tert-butyl (2S,5R)-5-[(3,4-dichlorobenzoyl)amino]-2-[[2-(trifluoromethoxy)ethoxycarbonylamino]carbamoyl]piperidine-1-carboxylate ClC=1C=C(C(=O)N[C@@H]2CC[C@H](N(C2)C(=O)OC(C)(C)C)C(NNC(=O)OCCOC(F)(F)F)=O)C=CC1Cl